COCCC1\C(\C(\CC1)=N\NC(NCC)=S)=N/NC(NCC)=S (2E,2'E)-2,2'-(3-(2-methoxyethyl)cyclopentane-1,2-diylidene)bis(N-ethylhydrazine-1-carbothioamide)